2-(4,4-difluoropiperidin-1-yl)-6-methylpyrimidine-4-carbaldehyde FC1(CCN(CC1)C1=NC(=CC(=N1)C=O)C)F